(2-chloro-3-iodo-phenyl)trimethyl-silane ClC1=C(C=CC=C1I)[Si](C)(C)C